6-((5S,7R)-6-(3-((tert-butyldiphenylsilyl)oxy)-2,2-difluoropropyl)-7-methyl-5,6,7,8-tetrahydro-[1,3]dioxolano[4,5-g]isoquinolin-5-yl)-N-((S)-pyrrolidin-3-yl)pyridin-3-amine-4-d [Si](C1=CC=CC=C1)(C1=CC=CC=C1)(C(C)(C)C)OCC(CN1[C@@H](C=2C=C3C(=CC2C[C@H]1C)OCO3)C3=CC(=C(C=N3)N[C@@H]3CNCC3)[2H])(F)F